(E)-3-(6-bromo-8-fluoro-thiochroman-2-yl)prop-2-enoic acid ethyl ester C(C)OC(\C=C\C1SC2=C(C=C(C=C2CC1)Br)F)=O